NCC(CNC1=NC(=NC=C1C(F)(F)F)NC=1C=C2CCN(CC2=CC1)C(CC(C)(C)O)=O)(C)C 1-(6-((4-((3-amino-2,2-dimethylpropyl)amino)-5-(trifluoromethyl)pyrimidin-2-yl)amino)-3,4-dihydroisoquinolin-2(1H)-yl)-3-hydroxy-3-methylbutan-1-one